(S)-N-(5-fluoroquinolin-6-yl)-7-(1-methyl-1H-pyrazol-4-yl)-5-(1-(oxetan-3-yl)ethoxy)quinazolin-4-amine FC1=C2C=CC=NC2=CC=C1NC1=NC=NC2=CC(=CC(=C12)O[C@@H](C)C1COC1)C=1C=NN(C1)C